COC=1C=C2C=C(C=NC2=C(C1)N1CCC(CC1)C(F)(F)F)C(=O)O 6-methoxy-8-(4-(trifluoromethyl)piperidin-1-yl)quinoline-3-carboxylic acid